C([2H])([2H])(C1=C(C=CC(=C1)C)S(=O)(=O)[O-])C1=C(C=CC(=C1)C)S(=O)(=O)[O-] methylene-d2-bis(4-methylbenzenesulfonate)